1-butyl-3-methylimidazolium phosphate P(=O)([O-])([O-])[O-].C(CCC)N1C=[N+](C=C1)C.C(CCC)N1C=[N+](C=C1)C.C(CCC)N1C=[N+](C=C1)C